CC1=CC=C(C=C1)S(=O)(=O)N[C@@H]([C@H](N)C1=CC=CC=C1)C1=CC=CC=C1 (1R,2R)-(+)-N-p-toluenesulfonyl-1,2-diPhenylethylenediamine